4-(6-phenylimidazo[1,5-a]pyrazin-3-yl)benzamide C1(=CC=CC=C1)C=1N=CC=2N(C1)C(=NC2)C2=CC=C(C(=O)N)C=C2